(4-(3-(1-(5-chloropyrimidin-2-yl)piperidin-4-yl)propoxy)-2-fluorophenyl)-1-(3-((((2S,3R,4R,5R)-2,3,4,5,6-pentahydroxyhexyl)amino)methyl)azetidin-1-yl)ethan-1-one ClC=1C=NC(=NC1)N1CCC(CC1)CCCOC1=CC(=C(C=C1)CC(=O)N1CC(C1)CNC[C@@H]([C@H]([C@@H]([C@@H](CO)O)O)O)O)F